4-(4-{9-hydroxy-8-oxo-4-thia-2,12-diazatricyclo[7.3.0.03,7]dodeca-1,3(7),5-trien-12-yl}phenyl)-1λ6-thian-1,1-dione OC12C(C=3C=CSC3N=C2N(CC1)C1=CC=C(C=C1)C1CCS(CC1)(=O)=O)=O